N[C@]1(CN(CC1)C1=C(C(=CC(=C1)Cl)C1=CC=CC=2CCCCC12)CN1C2=NC=NC(=C2N=C1)N)C(=O)NC1CC1 (R)-3-amino-1-(2-((6-amino-9H-purin-9-yl)methyl)-5-chloro-3-(5,6,7,8-tetrahydronaphthalen-1-yl)phenyl)-N-cyclopropylpyrrolidine-3-carboxamide